(2R)-1-tert-butyl 2-methyl 4-(6-chloro-3,4-dihydroquinolin-1(2H)-yl)-2-methylpyrrolidine-1,2-dicarboxylate ClC=1C=C2CCCN(C2=CC1)C1C[C@@](N(C1)C(=O)OC(C)(C)C)(C(=O)OC)C